1-(4-fluorobenzo[d]thiazol-6-yl)ethan-1-one FC1=CC(=CC2=C1N=CS2)C(C)=O